N1N=CC2=CC(=CC=C12)NC(=O)C1=C(NC=2N(C1C1CCN(CC1)C)N=C(C2)C(=O)OCC)C ethyl 6-((1H-indazol-5-yl) carbamoyl)-5-methyl-7-(1-methylpiperidin-4-yl)-4,7-dihydropyrazolo[1,5-a]pyrimidine-2-carboxylate